N-(5-(2,4-difluorophenoxy)pyridin-2-yl)-2-((3R)-3-(6-methoxypyridin-3-yl)cyclohexyl)propanamide FC1=C(OC=2C=CC(=NC2)NC(C(C)C2C[C@@H](CCC2)C=2C=NC(=CC2)OC)=O)C=CC(=C1)F